1,1,1-trifluoro-N-{2-[(3S,4R)-4-hydroxy-3-(thiophen-2-ylmethyl)-3,4-dihydro-2H-chromen-7-yl]phenyl}methanesulfonamide FC(S(=O)(=O)NC1=C(C=CC=C1)C1=CC=C2[C@@H]([C@H](COC2=C1)CC=1SC=CC1)O)(F)F